aluminium oxy hydroxide O(O)O.[Al]